2-chloro-3-fluorobenzaldehyde-6-d1 ClC1=C(C=O)C(=CC=C1F)[2H]